(S)-2-((((9H-fluoren-9-yl)methoxy)carbonyl)amino)-3-(5-carbamoylpyridin-3-yl)propanoic acid C1=CC=CC=2C3=CC=CC=C3C(C12)COC(=O)N[C@H](C(=O)O)CC=1C=NC=C(C1)C(N)=O